N1=C(C=C(C2=CC=CC=C12)C(=O)O)C1=NC2=CC=CC=C2C(=C1)C(=O)O [2,2'-biquinoline]-4,4'-dicarboxylic acid